7-methoxy-1,2,3,4-tetrahydropyrrolo[3,4-b]indole hydrochloride Cl.COC1=CC=2C3=C(NC2C=C1)CNC3